[Br].C(=C)N1CN(C=C1)CCCC 1-vinyl-3-butylimidazole bromine salt